3-[(3-chloro-2-methoxyphenyl)amino]-2-{3-[2-(3,3-dimethylazetidin-2-yl)ethynyl]pyridin-4-yl}-1H,5H,6H,7H-pyrrolo[3,2-c]pyridin-4-one ClC=1C(=C(C=CC1)NC1=C(NC2=C1C(NCC2)=O)C2=C(C=NC=C2)C#CC2NCC2(C)C)OC